Cl.Cl.NC1=CC=C(C(=N1)C)CNC([C@H](C)NC(=O)[C@@H]1NC[C@H](C1)CC1=CC2=CC=C(C=C2C=C1)OC)=O (2R,4S)-N-((S)-1-(((6-amino-2-methylpyridin-3-yl)methyl)amino)-1-oxopropan-2-yl)-4-((6-methoxynaphthalen-2-yl)methyl)pyrrolidine-2-carboxamide dihydrochloride